C(C1=CC=CC=C1)C(C(=O)OC)C(=O)NC1=CC=C(C=C1)SCC1=CC=CC=C1 methyl 2-benzyl-3-((4-(benzylthio)phenyl)amino)-3-oxopropanoate